1-(1-(3-bromo-4-fluorophenyl)-2-(dimethylamino)ethyl)-4-(5-morpholino-1-tosyl-1H-pyrrolo[2,3-b]pyridin-3-yl)pyridin-2(1H)-one BrC=1C=C(C=CC1F)C(CN(C)C)N1C(C=C(C=C1)C1=CN(C2=NC=C(C=C21)N2CCOCC2)S(=O)(=O)C2=CC=C(C)C=C2)=O